undecyl 6-[4-(tert-butoxycarbonylamino) butylamino]-5-hydroxyhexanoate C(C)(C)(C)OC(=O)NCCCCNCC(CCCC(=O)OCCCCCCCCCCC)O